C(CC\C=C/CCCCCC)[Mg]Br (4Z)-4-undecenyl-magnesium bromide